ClC=1C=C(C(=O)N2CC(NC3=CC(=CC=C23)C(C)=O)=O)C=C(C1)Br 4-(3-chloro-5-bromobenzoyl)-7-acetyl-3,4-dihydroquinoxalin-2(1H)-one